3-[3-(2-chloro-6-methyl-4-pyridinyl)-5-[[rac-(2S)-2-hydroxypropyl]amino]pyrazolo[1,5-a]pyrimidin-2-yl]benzonitrile ClC1=NC(=CC(=C1)C=1C(=NN2C1N=C(C=C2)NC[C@H](C)O)C=2C=C(C#N)C=CC2)C |r|